6-((2-(difluoromethyl)-6-(methoxy-d3)-7-phenyl-1H-imidazo[4,5-c]pyridin-1-yl)methyl)-5-fluoropyridine-3-sulfonamide FC(C=1N(C2=C(C=NC(=C2C2=CC=CC=C2)OC([2H])([2H])[2H])N1)CC1=C(C=C(C=N1)S(=O)(=O)N)F)F